Cl.FC(OC1CNC1)F 3-(difluoromethoxy)-azetidine hydrochloride